ClC=1C=C(C=CC1Cl)/C=C/C(=O)OCCC1=CC=CC=C1 (E)-phenethyl 3-(3,4-dichloro-phenyl)acrylate